N-(4-(N-(1-(exo-7-azabicyclo[2.2.1]heptan-2-yl)ethyl)sulfamoyl)2-methyl-phenyl)-2-methyl-benzamide hydrochloride Cl.C12C(CC(CC1)N2)C(C)NS(=O)(=O)C2=CC(=C(C=C2)NC(C2=C(C=CC=C2)C)=O)C